[2-[[8-(7-azabicyclo[2.2.1]heptan-7-yl)-6-(oxetan-3-yl)pyrido[3,4-d]pyrimidin-2-yl]amino]-7,8-dihydro-5H-1,6-naphthyridin-6-yl]-[(3R)-1-methylpyrrolidin-3-yl]methanone C12CCC(CC1)N2C2=NC(=CC1=C2N=C(N=C1)NC1=NC=2CCN(CC2C=C1)C(=O)[C@H]1CN(CC1)C)C1COC1